4-(2-{6-[(1R,5S)-2-azabicyclo[3.1.0]hexane-2-ylmethyl]-4-fluoro-1-oxo-3H-isoindol-2-yl}-6-cyclopropylpyridin-4-yl)-3-(4-methyl-1,2,4-triazol-3-yl)benzonitrile [C@@H]12N(CC[C@H]2C1)CC1=CC(=C2CN(C(C2=C1)=O)C1=NC(=CC(=C1)C1=C(C=C(C#N)C=C1)C1=NN=CN1C)C1CC1)F